NCCN(C)CC1=NN2C(CN(CC2)C(=O)C2CC(C2)C(F)(F)F)=C1C1CCC(CC1)(COC)COC (2-(((2-aminoethyl)(methyl)-amino)methyl)-3-(4,4-bis-(methoxymethyl)cyclohexyl)-6,7-dihydropyrazolo[1,5-a]-pyrazin-5(4H)-yl)(3-(trifluoromethyl)cyclobutyl)-methanone